ClC=1C(NC(NC1)=S)=O 5-chloro-2-thiouracil